N1(N=CC2=CC=CC=C12)C=1C=C(C=CC1)[C@H](CC(=O)OCC)NC(=O)NC=1C(N(C=CC1O)C)=O ethyl (S)-3-(3-(1H-indazol-1-yl)phenyl)-3-(3-(4-hydroxy-1-methyl-2-oxo-1,2-dihydropyridin-3-yl)ureido)propanoate